FC1=C(CC(C(=O)N)(C)C)C=CC(=C1C=1NC(C=C(N1)C=1C=NC(=CC1)OCCOC(C)C)=O)F (2,4-difluoro-3-{4-[6-(2-isopropoxyethoxy)pyridin-3-yl]-6-oxo-1,6-dihydropyrimidin-2-yl}benzyl)isobutyramide